tert-butyl (2-phenyl-1-((2-(trimethylsilyl)ethoxy)methyl)-1H-pyrrolo[2,3-b]pyridin-4-yl)carbamate C1(=CC=CC=C1)C1=CC=2C(=NC=CC2NC(OC(C)(C)C)=O)N1COCC[Si](C)(C)C